C(C)(=O)[O-].C(CCC)[NH+]1C(CCCC1)CCCC 1,2-dibutylpiperidinium acetate